FC1=C(C=C(C(=C1)C(F)(F)F)F)[C@H](NC(=O)[C@@H]1N(CCC1)C(C1=CC(=CC=C1)S(=O)(=O)C)=O)C1CC(C1)O (R)-N-((R)-(2,5-difluoro-4-(trifluoromethyl)phenyl)((1R,3R)-3-hydroxycyclobutyl)methyl)-1-(3-(methylsulfonyl)benzoyl)pyrrolidine-2-carboxamide